FC=1C(=NC(=NC1)NC1=CC=C(C=N1)CN1CCN(CC1)C=O)C1=CC2=C(N(N=C2C=C1)C)C(C)C 4-((6-((5-fluoro-4-(3-isopropyl-2-methyl-2H-indazol-5-yl)pyrimidin-2-yl)amino)pyridin-3-yl)methyl)piperazine-1-carbaldehyde